1-Amino-4-hydroxy-2-[4-[(E)-3-phenylprop-2-enoyl]phenoxy]anthracene-9,10-dione NC1=C(C=C(C=2C(C3=CC=CC=C3C(C12)=O)=O)O)OC1=CC=C(C=C1)C(\C=C\C1=CC=CC=C1)=O